N\C(\C(=O)OCC)=N/N1C(C(CC1CC1CC1)O[Si](C)(C)C(C)(C)C)=O (Z)-ethyl 2-amino-2-((3-((tert-butyldimethylsilyl)oxy)-5-(cyclopropylmethyl)-2-oxopyrrolidin-1-yl)imino)acetate